1,2,3,4-tetrahydroquinoline-8-sulfonamide N1CCCC2=CC=CC(=C12)S(=O)(=O)N